(4-(7-(3,4-dimethoxyphenyl)pyrazolo[1,5-a]pyrimidine-2-carboxamido)benzoyl)-L-alanine COC=1C=C(C=CC1OC)C1=CC=NC=2N1N=C(C2)C(=O)NC2=CC=C(C(=O)N[C@@H](C)C(=O)O)C=C2